4-((S)-2-(dimethylamino)-3-((R)-3-(2-methylpyrimidin-5-yl)-3-(1-(trifluoromethyl)cyclopropyl)propanamido)propyl)-2-fluoro-N-methylbenzamide CN([C@@H](CC1=CC(=C(C(=O)NC)C=C1)F)CNC(C[C@@H](C1(CC1)C(F)(F)F)C=1C=NC(=NC1)C)=O)C